ClC1=NC=CC(=C1)OCCN1CCCC1 2-chloro-4-[2-(pyrrolidin-1-yl)ethoxy]pyridine